methyl 5-fluoro-4-[4-[2-(hydroxymethyl)-4-methyl-thiazol-5-yl]thiazol-2-yl]-2-methoxy-benzoate FC=1C(=CC(=C(C(=O)OC)C1)OC)C=1SC=C(N1)C1=C(N=C(S1)CO)C